2-(3-Fluorophenyl)-2H-1,2,3-triazole FC=1C=C(C=CC1)N1N=CC=N1